calcium palmitate C(CCCCCCCCCCCCCCC)(=O)[O-].[Ca+2].C(CCCCCCCCCCCCCCC)(=O)[O-]